5-([3,4'-bipiperidinyl]-1-ylmethyl)-2-(2,4-dioxotetrahydropyrimidin-1(2H)-yl)isoindoline-1,3-dione N1(CC(CCC1)C1CCNCC1)CC=1C=C2C(N(C(C2=CC1)=O)N1C(NC(CC1)=O)=O)=O